8-iodo-6-phenyl-benzo[b]naphtho[1,2-d]furan IC1=CC=CC2=C1OC1=C2C=2C=CC=CC2C=C1C1=CC=CC=C1